N[C@H](C(=O)O)CC1=CC(=C(C=C1)NC1=NC=C(C(=N1)NC1CC1)C(F)(F)F)OC[2H] (S)-2-amino-3-(4-((4-(cyclopropylamino)-5-(trifluoromethyl)pyrimidin-2-yl)amino)-3-(deutero-methoxy)phenyl)propanoic acid